[N+](=O)([O-])C1=CC=C(C=N1)N1C(CN(CC1)C(=O)OC(C)(C)C)=O tert-butyl 4-(6-nitro-3-pyridinyl)-3-oxo-piperazine-1-carboxylate